FC1=C(CN2[C@@H](CCC2=O)CC(=O)N[C@@H](C(C)C)C(=O)N[C@@H](CCSC)C(=O)OC)C=CC=C1F Methyl (2-((S)-1-(2,3-difluorobenzyl)-5-oxopyrrolidin-2-yl)acetyl)-L-valyl-L-methioninate